FC1=C(OCC(=O)O)C=CC(=C1C(C)C)CC1=C(C(=C(C=C1)O)C(C)C)F 2-(2-fluoro-4-(2-fluoro-4-hydroxy-3-isopropylbenzyl)-3-isopropylphenoxy)acetic acid